N-[4-[8-amino-5-chloro-3-(trideuteriomethyl)imidazo[1,5-a]pyrazin-1-yl]-3-methyl-phenyl]-2-hydroxy-2-[3-(trifluoromethyl)phenyl]acetamide NC=1C=2N(C(=CN1)Cl)C(=NC2C2=C(C=C(C=C2)NC(C(C2=CC(=CC=C2)C(F)(F)F)O)=O)C)C([2H])([2H])[2H]